(1r,4r)-1-ethyl-4-((6-fluoro-5-(imidazo[1,2-a]pyrimidin-6-yl)-4-methoxypyrrolo[2,1-f][1,2,4]triazin-2-yl)amino)cyclohexan-1-ol C(C)C1(CCC(CC1)NC1=NN2C(C(=N1)OC)=C(C(=C2)F)C=2C=NC=1N(C2)C=CN1)O